tert-butyl (3S,4S)-3-[[6-[7-(2,2-difluoroethoxy)imidazo[1,2-b]pyridazin-3-yl]-2-pyridyl]amino]-4-fluoro-pyrrolidine-1-carboxylate FC(COC1=CC=2N(N=C1)C(=CN2)C2=CC=CC(=N2)N[C@H]2CN(C[C@@H]2F)C(=O)OC(C)(C)C)F